CC1(NC(CCC1)(CC)C)CC 2,6-dimethyl-2,6-diethyl-piperidine